COC(=O)C1=C(C=CCC1(C)C)CC 2-ethyl-6,6-dimethylcyclohex-1,3-diene-1-carboxylic acid methyl ester